CC=1C(=CC=C2C(CCOC12)=O)O[C@H]1C=2C=CC(=CC2CCC1)C#N (R,S)-5-((8-methyl-4-oxochroman-7-yl)oxy)-5,6,7,8-tetrahydronaphthalene-2-carbonitrile